tert-Butyl 11-oxo-3,4,8,9,10,11-hexahydro-1H-pyrido[4',3':3,4]pyrazolo[1,5-a]azepine-2(7H)-carboxylate O=C1C=2N(CCCC1)N=C1C2CN(CC1)C(=O)OC(C)(C)C